5-(4-(3-(4-(6-(4-chloro-3-cyclopropyl-1H-pyrrolo[2,3-b]pyridin-5-yl)pyridin-2-yl)-3-oxopiperazin-1-yl)propyl)piperazin-1-yl)-2-(2,6-dioxopiperidin-3-yl)-6-fluoroisoindoline-1,3-dione ClC1=C2C(=NC=C1C1=CC=CC(=N1)N1C(CN(CC1)CCCN1CCN(CC1)C=1C=C3C(N(C(C3=CC1F)=O)C1C(NC(CC1)=O)=O)=O)=O)NC=C2C2CC2